5-bromo-2-methyl-7-(methylthio)-2,3-dihydro-[1,4]dioxino[2,3-c]pyridine BrC1=NC(=CC2=C1OCC(O2)C)SC